CC1(C=2C=CC3=C(C2C=2C1=CC=1NC=4C=CC=CC4C1C2)C=CC=C3)C 7,9-dihydro-7,7-dimethyl-benz[6,7]indeno[2,1-b]carbazole